2-(pyridin-3-yl)phenol N1=CC(=CC=C1)C1=C(C=CC=C1)O